CC1=CN=CN1C1=NSC(=N1)C(=O)NC1CCC(CC1)NCC(F)(F)F 3-(5-methyl-1H-imidazol-1-yl)-N-((1r,4r)-4-((2,2,2-trifluoroethyl)amino)cyclohexyl)-1,2,4-thiadiazole-5-carboxamide